ClC1=C(C=CC=C1OCCCNCC(=O)O)C=1C=C(NN2SC3=C(C2)C=CC=C3)C=CC1 N-(3-(2-chloro-3-(3-(carboxymethylamino)propoxy)phenyl)anilino)benzisothiazol